C1(CC1)SC=1C=CC(=C(C1)C1=NN(C=C1C1=NN2C(N=CC=C2)=C1C(=O)N)C)OC(F)F [3-[5-(cyclopropylsulfanyl)-2-(difluoromethoxy)phenyl]-1-methyl-1H-pyrazol-4-yl]pyrazolo[1,5-a]pyrimidine-3-carboxamide